(R)-1-(4-fluorobenzyl)-3-(4-(3-methylbutyryl)benzyl)-1-((1-methylpyrrolidin-2-yl)methyl)urea FC1=CC=C(CN(C(=O)NCC2=CC=C(C=C2)C(CC(C)C)=O)C[C@@H]2N(CCC2)C)C=C1